N[C@H](C(=O)NCC=1NC=2N(C(C1C1=CC=C(C=C1)OC)=O)N=C(C2C2=CC=CC=C2)C2=CC=CC=C2)C(C)C (S)-2-amino-N-((6-(4-methoxyphenyl)-7-oxo-2,3-diphenyl-4,7-dihydropyrazolo[1,5-a]pyrimidin-5-yl)methyl)-3-methylbutanamide